C[C@@H]1[C@H]([C@@H]([C@H]([C@]2(O1)OCC1=CC(=C(C=C12)CC1=CC=C(C=C1)C)Cl)O)O)O (1S,3'R,4'S,5'S,6'R)-6'-Methyl-6-(4-methyl-benzyl)-5-chloro-3',4',5',6'-tetrahydro-3H-spiro[isobenzofuran-1,2'-pyran]-3',4',5'-triol